C1=CC=CC=2C=NC=3N(C12)C1=CC=CC=C1C3 indolo[1,2-a]quinazolin